2,2-dimethyl-pentanic acid CC(C(=O)O)(CCC)C